C(#N)C=1C=C(C=CC1)C=1N=C(SC1C1=CC(=NC(=C1)C)C)NC(=O)N1CC(N(CC1)CCO)=O N-[4-(3-cyanophenyl)-5-(2,6-dimethyl-4-pyridyl)thiazol-2-yl]-4-(2-hydroxyethyl)-3-oxo-piperazine-1-carboxamide